N1CC(C1)N1N=CC(=C1C)C=1C=C(C=2N(C1)N=CC2C#N)OC 6-(1-(azetidin-3-yl)-5-methyl-1H-pyrazol-4-yl)-4-methoxypyrazolo[1,5-a]pyridine-3-carbonitrile